calcium pyrazinedicarboxylate N1=C(C(=NC=C1)C(=O)[O-])C(=O)[O-].[Ca+2]